NC1=NC=CC(=C1CCC(=O)NC)Cl 3-(2-Amino-4-chloropyridin-3-yl)-N-methylpropanamide